[8-(1-octylnonoxy)-8-oxo-octyl] (2S,4S)-4-hydroxy-1-(6-oxo-6-undecoxy-hexyl)piperidine-2-carboxylate O[C@@H]1C[C@H](N(CC1)CCCCCC(OCCCCCCCCCCC)=O)C(=O)OCCCCCCCC(=O)OC(CCCCCCCC)CCCCCCCC